[Ca+2].OCCCC(=O)[O-].OCCCC(=O)[O-] gamma-hydroxybutanoic acid calcium salt